(2S,3R)-1-[4-[(3S)-3-amino-1,1-dioxo-2,3-dihydrobenzothiophen-6-yl]-7,7-difluoro-5,6-dihydrocyclopenta[d]pyrimidin-2-yl]-2-methyl-azetidin-3-ol N[C@@H]1CS(C2=C1C=CC(=C2)C=2C1=C(N=C(N2)N2[C@H]([C@@H](C2)O)C)C(CC1)(F)F)(=O)=O